CC1=C(OC2=C1C=CC=C2)B(O)O (3-methylbenzofuran-2-yl)boronic acid